C(C)(C)(C)OC(=O)N[C@H](C(=O)O)CCN(CCCCC1=NC=2NCCCC2C=C1)CCC(C)(C)O (S)-2-((tert-butoxycarbonyl)amino)-4-((3-hydroxy-3-methylbutyl)(4-(5,6,7,8-tetrahydro-1,8-naphthyridin-2-yl)butyl)amino)butanoic acid